2-(4-(6-((4-Chloro-2-fluorobenzyl)oxy)pyridin-2-yl)-3-fluorophenyl)acetic acid ClC1=CC(=C(COC2=CC=CC(=N2)C2=C(C=C(C=C2)CC(=O)O)F)C=C1)F